methyl-bicyclo[2.2.1]hept-5-ene-2,3-dicarboxylic acid CC12C(C(C(C=C1)C2)C(=O)O)C(=O)O